IC1=NN(C=C1C(=O)OCC)[C@@H]1OCCCC1 |r| (rac)-Ethyl 3-iodo-1-(tetrahydro-2H-pyran-2-yl)-1H-pyrazole-4-carboxylate